[1-(tert-butoxycarbonylamino)cyclopropyl]methyl methanesulfonate CS(=O)(=O)OCC1(CC1)NC(=O)OC(C)(C)C